ClC1=C(C(=O)NC(=O)NC2=C(C=C(C=C2)Cl)Cl)C(=CC=C1)Cl N-(2,6-dichlorobenzoyl)-N'-(2,4-dichlorophenyl)urea